C(#N)C1=C(C=CC=C1)N1C(=NN=C1)C1=CC=CC(=N1)N1CC=2C(=NC(=CC2C1=O)N(C)C(C)C)COC(NC)=O ((2-(6-(4-(2-cyanophenyl)-4H-1,2,4-triazol-3-yl)pyridin-2-yl)-6-(isopropyl(methyl)amino)-1-oxo-2,3-dihydro-1H-pyrrolo[3,4-c]pyridin-4-yl)methyl)(methyl)carbamate